6-(4-(5-chloro-6-methyl-1H-indazol-4-yl)-5-methyl-1-(2-azaspiro[3.3]heptan-6-yl)-1H-pyrazol-3-yl)cinnoline ClC=1C(=C2C=NNC2=CC1C)C=1C(=NN(C1C)C1CC2(CNC2)C1)C=1C=C2C=CN=NC2=CC1